N1C=CC=C2C(C(CC=C12)=O)=O quinoline-5,6(1h,7h)-dione